2-[4-Amino-1-(oxan-3-yl)-1H-pyrazolo[3,4-d]pyrimidin-3-yl]-3-chloro-N-propyl-1H-indole-6-carboxamide NC1=C2C(=NC=N1)N(N=C2C=2NC1=CC(=CC=C1C2Cl)C(=O)NCCC)C2COCCC2